BrC1=NN=C(S1)N1C[C@H]([C@](CC1)(O)C)F (3R,4S)-1-(5-bromo-1,3,4-thiadiazol-2-yl)-3-fluoro-4-methylpiperidin-4-ol